C1(=CC=CC=C1)[SiH](C1=CC=CC=C1)[Hf](C1C=C(C=C1)CCC)C1C=C(C=C1)CCC diphenylsilylbis(3-n-propyl-cyclopentadienyl)hafnium